3-(3-Bromophenyl)-1-(2,4-dihydroxy-6-methoxyphenyl)prop-2-en-1-one BrC=1C=C(C=CC1)C=CC(=O)C1=C(C=C(C=C1OC)O)O